[Li]CCCCC(CCCCCCCCCC(CCCCC)[Li])[Li] 1,5,15-trilithioeicosane